CN(C)[SiH](N(C)C)N(C)C tris[dimethylamino]silane